2,6-dibromo-3,4-difluoro-5-hydroxybenzonitrile BrC1=C(C#N)C(=C(C(=C1F)F)O)Br